(1-(6-(6-Fluoropyridin-3-yl)-2-(pyridin-3-yl)pyrimidin-4-yl)piperidin-4-yl)methanol FC1=CC=C(C=N1)C1=CC(=NC(=N1)C=1C=NC=CC1)N1CCC(CC1)CO